C1N(CCC2=CC=CC=C12)C[C@H](CN1C(C2=CC=C(C=C2CC1)N1CC(N(C(C1)=O)C)C)=O)O 2-[(2R)-3-(3,4-Dihydro-1H-isochinolin-2-yl)-2-hydroxy-propyl]-6-(3,4-dimethyl-5-oxo-piperazin-1-yl)-3,4-dihydroisochinolin-1-on